2,2'-((2-((6-(benzyloxy)-6-oxohexyl)amino)-2-oxoethyl)azanediyl)diacetic acid C(C1=CC=CC=C1)OC(CCCCCNC(CN(CC(=O)O)CC(=O)O)=O)=O